3-chloro-2-hydroxy-propanesulfonic acid ClCC(CS(=O)(=O)O)O